N-((R)-1-(4-(8-((6-((tert-butyldiphenylsilyl)oxy)hexyl)oxy)imidazo[1,2-a]pyrazin-6-yl)-5-methoxypyridin-2-yl)ethyl)-N-ethyl-2-methylpropane-2-sulfinamide [Si](C1=CC=CC=C1)(C1=CC=CC=C1)(C(C)(C)C)OCCCCCCOC=1C=2N(C=C(N1)C1=CC(=NC=C1OC)[C@@H](C)N(S(=O)C(C)(C)C)CC)C=CN2